(2R,6S)-N-{2-[(4-methoxypyridin-3-yl)methyl]-2-azaspiro[3.3]heptan-6-yl}-2,6-dimethyl-4-[5-(trifluoromethyl)pyrimidin-2-yl]piperazine-1-carboxamide COC1=C(C=NC=C1)CN1CC2(C1)CC(C2)NC(=O)N2[C@@H](CN(C[C@@H]2C)C2=NC=C(C=N2)C(F)(F)F)C